methyl (S)-2-(2,6-difluoro-4-((R)-3-(trifluoromethyl)morpholino) benzamido)-3-(8-(6-methyl-3-(trifluoromethyl)pyridin-2-yl)imidazo[1,2-a]pyridin-5-yl)propanoate FC1=C(C(=O)N[C@H](C(=O)OC)CC2=CC=C(C=3N2C=CN3)C3=NC(=CC=C3C(F)(F)F)C)C(=CC(=C1)N1[C@H](COCC1)C(F)(F)F)F